[N-](S(=O)(=O)C(F)(F)F)S(=O)(=O)C(F)(F)F.[Li+] Lithium (bis(trifluoromethanesulfonyl)imide)